C[Si](C)(C)N1C=CC(C=C1)=C1C=CN(C=C1)[Si](C)(C)C bis(trimethylsilyl)-1,1'-dihydro-4,4'-bipyridine